(S)-3-(trifluoromethyl)morpholine HCl salt Cl.FC([C@H]1NCCOC1)(F)F